3-(4-fluorophenyl)piperidine FC1=CC=C(C=C1)C1CNCCC1